(S)-tert-butyl 7-(6-chloro-8-(2-(hydroxymethyl)thieno[3,2-b]pyridin-7-yl)-3,4-dihydroquinolin-1(2H)-yl)-2-fluoro-5-azaspiro[3.4]octane-5-carboxylate ClC=1C=C2CCCN(C2=C(C1)C1=C2C(=NC=C1)C=C(S2)CO)[C@@H]2CN(C1(CC(C1)F)C2)C(=O)OC(C)(C)C